Benzo[d]thiazol-5-yl-ethanone S1C=NC2=C1C=CC(=C2)C(C)=O